NC1=CC=C(CNC2=CC=C(C=C2)NC(CCCCCC)=O)C=C1 N-(4-((4-Aminobenzyl)amino)phenyl)heptanamid